1-phenyl-3-(3,4-dimethoxystyryl)-5-(3,4-dimethoxyphenyl)-pyrazoline C1(=CC=CC=C1)N1NC(=CC1C1=CC(=C(C=C1)OC)OC)C=CC1=CC(=C(C=C1)OC)OC